BrC=1C=C(C(=C2C=CC=NC12)/N=C/N(C)C)C(=O)C=1C2=C(C=NC1)N(N=C2)C2OCCCC2 (E)-N'-[8-bromo-6-[1-(oxan-2-yl)pyrazolo[3,4-c]pyridine-4-carbonyl]quinolin-5-yl]-N,N-dimethylmethanimidamide